[Na].N[C@@H](C)C(=O)O l-alanine sodium